CC1(C[C@]2(C(NC(N2)=O)=O)C[C@@H](C1)C)C |r| racemic-(5S,9R)-7,7,9-trimethyl-1,3-diazaspiro[4.5]decane-2,4-dione